CC1(OC2=C(C=C1)C=C(C=C2)O)C 2,2-dimethyl-2H-1-benzopyran-6-ol